CC1=C(C(=O)OC)C=CC=C1C methyl 2,3-dimethylbenzoate